FC(C(C)C)(F)F 3,3,3-trifluoro-2-methylpropan